ClC1=CC=C(C(=N1)C(=O)NS(=O)(=O)C)N[C@H](C)C=1C=C(C=C2C(N(C(=NC12)C1=CC=2N(C=C1)N=C(N2)C)C)=O)C (R)-6-chloro-3-((1-(3,6-dimethyl-2-(2-methyl-[1,2,4]triazolo[1,5-a]pyridin-7-yl)-4-oxo-3,4-dihydroquinazolin-8-yl)ethyl)amino)-N-(methylsulfonyl)picolinamide